OC1C(OCC1O)C(=O)NC1CCNCC1 3,4-dihydroxy-N-(piperidin-4-yl)oxolane-2-carboxamide